1-((R)-3-(3-((2-((3S,4R)-3-fluoro-4-methoxypiperidin-1-yl)pyrimidin-4-yl)amino)-5-isopropyl-8-(3-((methylsulfonyl)methyl)azetidin-1-yl)isoquinolin-6-yl)piperidin-1-yl)but-2-yn-1-one F[C@H]1CN(CC[C@H]1OC)C1=NC=CC(=N1)NC=1N=CC2=C(C=C(C(=C2C1)C(C)C)[C@@H]1CN(CCC1)C(C#CC)=O)N1CC(C1)CS(=O)(=O)C